4-(but-3-en-1-yloxy)-3-nitropyridine C(CC=C)OC1=C(C=NC=C1)[N+](=O)[O-]